1,1,1-trifluoro-2,2-bis(3-amino-6-methyl-4-hydroxyphenyl)ethane FC(C(C1=CC(=C(C=C1C)O)N)C1=CC(=C(C=C1C)O)N)(F)F